ClC=1C(=CC(=C(C1)C=1NC=2C=CN=C(C2C(C1)=O)C(=O)N)C)C(C(F)(F)F)(C)CO 2-[5-chloro-2-methyl-4-[2,2,2-trifluoro-1-(hydroxymethyl)-1-methyl-ethyl]phenyl]-4-oxo-1H-1,6-naphthyridine-5-carboxamide